thieno[2,3-d]thiophene-5,6-dione S1C=CC2=C1C(C(S2)=O)=O